C1(CC1)S(=O)(=O)N1C(CN(CC1)S(=O)(=O)C1CC1)C(=O)NC1=CC(=C(C=C1)C)C(N[C@H](C)C1=CC=CC2=CC=CC=C12)=O 1,4-bis(cyclopropylsulfonyl)-N-(4-methyl-3-(((R)-1-(naphthalen-1-yl)ethyl)carbamoyl)phenyl)piperazine-2-carboxamide